BrC1=CC=C(C=C1)C1(COC1)N(C)C 3-(4-bromophenyl)-N,N-dimethyloxetan-3-amine